benzo[1,2-e]azulene C1=CC=C2C=CC=C3C(=C12)C=CC=C3